(3S)-3-(5-Fluoro-3-pyridyl)isoxazolidine HCl Salt Cl.FC=1C=C(C=NC1)[C@H]1NOCC1